N,N-bis[(4-methoxyphenyl)methyl]-4-methyl-6-tributylstannyl-pyridin-2-amine COC1=CC=C(C=C1)CN(C1=NC(=CC(=C1)C)[Sn](CCCC)(CCCC)CCCC)CC1=CC=C(C=C1)OC